C1(CC1)S(=O)(=O)N[C@@H]1[C@@H](N(CC1(F)F)C(=O)N(C)C)CC1=C(C(=CC=C1)C1=NC(=CC=C1)C)F (2S,3R)-3-[(cyclopropanesulfonyl)amino]-4,4-difluoro-2-{[2-fluoro-3-(6-methylpyridin-2-yl)phenyl]methyl}-N,N-dimethylpyrrolidine-1-carboxamide